cobalt tri-indium oxide [O-2].[In+3].[In+3].[In+3].[Co+2]